N-(4-(4-ethylpiperazin-1-yl)phenyl)-4-((8-methyl-2,3-dihydro-1H-pyrido[2,3-b][1,4]oxazin-7-yl)amino)-2-oxo-1,2-dihydropyridine-3-carboxamide C(C)N1CCN(CC1)C1=CC=C(C=C1)NC(=O)C=1C(NC=CC1NC1=C(C2=C(OCCN2)N=C1)C)=O